6-(4-methoxypyrrolo[2,1-f][1,2,4]triazin-5-yl)-2-methyl-1-((1-methyl-3-(trifluoromethyl)-1H-pyrazol-5-yl)methyl)-1H-imidazo[4,5-b]pyridine COC1=NC=NN2C1=C(C=C2)C=2C=C1C(=NC2)N=C(N1CC1=CC(=NN1C)C(F)(F)F)C